(3R)-3-(4-{4-[(2-{1-[6-(2-HYDROXYPHENYL)PYRIDAZIN-4-YL]-4-PHENYLPIPERIDINE-4-CARBONYL}-2,7-DIAZASPIRO[3.5]NONAN-7-YL)METHYL]PIPERIDIN-1-YL}PHENYL)PIPERIDINE-2,6-DIONE OC1=C(C=CC=C1)C1=CC(=CN=N1)N1CCC(CC1)(C(=O)N1CC2(C1)CCN(CC2)CC2CCN(CC2)C2=CC=C(C=C2)[C@@H]2C(NC(CC2)=O)=O)C2=CC=CC=C2